N-palmitoleyl-palmitoleyl-amide C(CCCCCCC\C=C/CCCCCC)[N-]CCCCCCCC\C=C/CCCCCC